cyanoisopropyl dithiobenzoate (cyanoisopropyl dithiobenzoate) C(#N)C=1C(=C(C(=S)S)C=CC1)C(C)C.C(C1=CC=CC=C1)(=S)SC(C)(C)C#N